tert-Butyl-methyl (2-methyl-5-nitrophenyl)carbamate CC1=C(C=C(C=C1)[N+](=O)[O-])NC(OCC(C)(C)C)=O